C(C1=CC=CC=C1)OC1=CC=C2C(=NN(C2=C1)C)Br 6-(Benzyloxy)-3-bromo-1-methyl-1H-indazole